(3-Azabicyclo[3.2.1]oct-1-yl) methyldimethylcarbamate CCN(C(OC12CNCC(CC1)C2)=O)C